2-methyl-1H-imidazole-4,5-dicarboxylic acid CC=1NC(=C(N1)C(=O)O)C(=O)O